BrC1=CC(CN=C1C(C)OC)(C=1NC2=CC=CC=C2C1C(C(C)(C)C)O[Si](C1=CC=CC=C1)(C1=CC=CC=C1)C(C)(C)C)C1NCCN(C1)C(=O)[O-] 5-(5-bromo-3-(3-(((tert-butyldiphenylsilyl)oxy)-2,2-dimethylpropyl)-1H-indol-2-yl)-6-(1-methoxyethyl)pyridin-3-yl)piperazine-1-carboxylate